2-((1r,4r)-4-(2-((3-cyclopropyl-5-oxo-1,2,4-oxadiazol-4(5H)-yl)methyl)imidazo[4,5-d]Pyrrolo[2,3-b]Pyridin-1(6H)-yl)cyclohexyl)acetonitrile C1(CC1)C1=NOC(N1CC1=NC=2C(=C3C(=NC2)NC=C3)N1C1CCC(CC1)CC#N)=O